7-bromo-3-(2-chloro-6-fluorophenyl)-6-fluorocinnolin-4(1H)-one BrC1=C(C=C2C(C(=NNC2=C1)C1=C(C=CC=C1F)Cl)=O)F